1,1-difluoro-2-methoxyethane FC(COC)F